C(CCCCCCCCCCCCCCCCC)(=O)[O-].C(CCCCCCCCCCCCCCCCC)(=O)[O-].C(CCCCCCCCCCCCCCCCC)(=O)[O-].[Al+3] aluminum tris(stearate)